ClC1=CC=CC2=C1O[C@@H](CN(S2(=O)=O)CC=2C=C(C=C1CCCC21)[C@@H](CC(=O)O)C2=C(C1=C(N(N=N1)C)C=C2)C)CC (3R)-3-(7-{[(4R)-6-Chloro-4-ethyl-1,1-dioxido-3,4-dihydro-2H-5,1,2-benzoxathiazepin-2-yl]methyl}-2,3-dihydro-1H-inden-5-yl)-3-(1,4-dimethyl-1H-benzotriazol-5-yl)propanoic acid